C1(CC1)[B-](F)(F)F.[K+] potassium cyclopropyl-trifluoroborate salt